FC=1C(=CC=2C3=C(NC(C2C1)=O)COC[C@@H]3NCC(C)C)F |r| Racemic-8,9-difluoro-1-(isobutylamino)-1,5-dihydro-2H-pyrano[3,4-c]isoquinolin-6(4H)-one